(1S,2S)-5-((2-methyl-[1,1'-biphenyl]-3-yl)methoxy)-1-((2-morpholinoethyl)amino)-2,3-dihydro-1H-inden-2-ol CC1=C(C=CC=C1COC=1C=C2C[C@@H]([C@H](C2=CC1)NCCN1CCOCC1)O)C1=CC=CC=C1